O\N=C(\C)/N (Z)-N'-hydroxyacetamidine